Methyl 6-(benzyloxy)-9-methyl-[1,2,4]triazolo[5,1-a]isoquinoline-5-carboxylate C(C1=CC=CC=C1)OC1=C(N2C(C3=CC(=CC=C13)C)=NC=N2)C(=O)OC